COCC(C)OC1=CC(=NC2=CC=C(C=C12)NC(=O)C1COC1)C1=CN=CS1 N-(4-((1-methoxypropan-2-yl)oxy)-2-(thiazol-5-yl)quinolin-6-yl)oxetane-3-carboxamide